C(CCC)S(=O)(=O)N 1-butylsulfonamide